tert-butyl (S)-(5-(2-(2-aminopyridin-3-yl)-5-(pyrrolidin-1-yl)-3H-imidazo[4,5-b]pyridin-3-yl)-2,3-dihydro-1H-inden-1-yl)carbamate NC1=NC=CC=C1C1=NC=2C(=NC(=CC2)N2CCCC2)N1C=1C=C2CC[C@@H](C2=CC1)NC(OC(C)(C)C)=O